4-fluoro-1-(4-(4-(3-methoxypropoxy)phenyl)pyrimidin-2-yl)-N-(4-methyl-1-azabicyclo[3.2.2]non-4-yl)piperidine-4-carboxamide FC1(CCN(CC1)C1=NC=CC(=N1)C1=CC=C(C=C1)OCCCOC)C(=O)NC1(CCN2CCC1CC2)C